[Sb].[Zr] zirconium-antimony